2-((1-(2-(4-ethyl-4-methylpiperidin-1-yl)-6-methyl-4-oxo-4H-chromen-8-yl)ethyl)amino)benzoic acid C(C)C1(CCN(CC1)C=1OC2=C(C=C(C=C2C(C1)=O)C)C(C)NC1=C(C(=O)O)C=CC=C1)C